ClC=1C=C(C=2N(N1)C=C(N2)C)N2CCOCC2 4-{6-chloro-2-methylimidazo[1,2-b]pyridazin-8-yl}morpholine